BrC1=C(C=CC=C1)NC(C1=CC=C(C=C1)C(C)(C)C)=S N-(2-bromophenyl)-4-tert-butyl-thiobenzamide